tetrasodium (1-hydroxyethane) OCC.[Na].[Na].[Na].[Na]